C(C)C(C(=O)OOC(C)(C)CCC)CCCC tert-hexyl 2-ethylperoxyhexanoate